ClC1=C(C=CC(=C1)C1=NC2=CC(=CC=C2C(=N1)NC1=NNC(=C1)C)N1CCN(CC1)C)NC(C=C)=O N-(2-chloro-4-(4-((5-methyl-1H-pyrazol-3-yl)amino)-7-(4-methylpiperazin-1-yl)quinazolin-2-yl)phenyl)acrylamide